P(O)(=O)(OP(=O)(O)OP(=O)(O)O)OC[C@@H]1[C@H]([C@H]([C@@H](O1)C1=CN(C(=O)NC1=O)C)O)O.S(=O)(=O)(O)C=CN1CCN(CC1)C=CS(=O)(=O)O 1,4-bis(sulfovinyl)piperazine 1-methyl-pseudouridine-5'-triphosphate